ClC=1C=C(C=NC1OC)[C@@H]1[C@](C1)(C(=O)NS(=O)(=O)C=1C=2C=CC(=NC2C=CC1)C)C1=C(C=CC(=C1)C)OC (1S,2R)-2-(5-chloro-6-methoxypyridin-3-yl)-1-(2-methoxy-5-methylphenyl)-N-(2-methylquinoline-5-sulfonyl)cyclopropane-1-carboxamide